C1(CC1)N1N=C(C(=C1)CC1CC2(CN(C2)C(=O)N2CC3(C2)CC(C3)N3N=C(N=C3)C3(CC3)O)C1)C(F)(F)F [6-[[1-cyclopropyl-3-(trifluoromethyl)pyrazol-4-yl]methyl]-2-azaspiro[3.3]heptan-2-yl]-[6-[3-(1-hydroxycyclopropyl)-1,2,4-triazol-1-yl]-2-azaspiro[3.3]heptan-2-yl]methanone